N=1C=NN2C(=NC=CC21)N [1,2,4]triazolo[1,5-c]pyrimidine-5-amine